O(C1=CC=CC=C1)C1=CC=C2CCN(CC2=C1)C(C=C)=O 1-(7-phenoxy-3,4-dihydroisoquinolin-2(1H)-yl)prop-2-en-1-one